7-hydroxy-6-methoxy-4-methyl-coumarin OC1=C(C=C2C(=CC(OC2=C1)=O)C)OC